N1,N6-di(naphthalene-1-yl)-N1,N6-diphenylpyrene-1,6-diamine C1(=CC=CC2=CC=CC=C12)N(C1=CC=C2C=CC=3C(=CC=C4C=CC1=C2C34)N(C3=CC=CC=C3)C3=CC=CC4=CC=CC=C34)C3=CC=CC=C3